[Cl-].C(CCCCCCC\C=C/C\C=C/CCCCC)(=O)[NH3+] linoleoyl-ammonium chloride